(isoxazol-3-yl)-N-methoxy-N-methylpropanamide O1N=C(C=C1)C(C(=O)N(C)OC)C